(R)-2-(4-acetyl-3-(hydroxymethyl)piperazin-1-yl)-N-(2-chloro-4-cyanobenzyl)-5-hydroxy-1,7-naphthyridine-6-carboxamide C(C)(=O)N1[C@H](CN(CC1)C1=NC2=CN=C(C(=C2C=C1)O)C(=O)NCC1=C(C=C(C=C1)C#N)Cl)CO